(S)-2-chloro-N-(chroman-4-yl)-7,8-dihydro-1,6-naphthyridine-6(5H)-carboxamide ClC1=NC=2CCN(CC2C=C1)C(=O)N[C@H]1CCOC2=CC=CC=C12